BrC1=CC=C(C=C1)C1=CC=C(C=C1)B(O)O 4'-bromobiphenyl-4-boronic acid